C1(=CC=CC2=CC=CC=C12)CC(C(C(F)(F)F)=O)=O naphthyl-Trifluorobutanedione